2-(2-((6-bromopyridin-2-yl)oxy)ethoxy)ethan-1-ol BrC1=CC=CC(=N1)OCCOCCO